N1-methyl-N1-((1-((2-(trimethylsilyl)ethoxy)methyl)-1H-imidazol-4-yl)methyl)benzene-1,3-diamine CN(C1=CC(=CC=C1)N)CC=1N=CN(C1)COCC[Si](C)(C)C